(2R,4S)-4-fluoro-N-[4-(3-pyridyl)phenyl]pyrrolidine-2-carboxamide hydrochloride Cl.F[C@H]1C[C@@H](NC1)C(=O)NC1=CC=C(C=C1)C=1C=NC=CC1